5-Butan-2-yl-3-ethoxy-2-methylphenol CC(CC)C=1C=C(C(=C(C1)O)C)OCC